ClC=1C(=CC(=C(C1)NC1=NC=NC2=CC(=C(C=C12)OC1CCN(CC1)C(C=C)=O)OC)C(C)(C)O)OC1=C(C(=CC=C1)C(F)(F)F)F 1-(4-((4-((5-chloro-4-(2-fluoro-3-(trifluoromethyl)phenoxy)-2-(2-hydroxypropan-2-yl)phenyl)amino)-7-methoxyquinazolin-6-yl)oxy)piperidin-1-yl)prop-2-en-1-one